C(C)O[Si](CCCNCCC(=O)O)(OCC)OCC N-[3-(triethoxysilyl)propyl]-β-alanine